Methyl 4-amino-6-(2,6-difluorophenyl)pyridazine-3-carboxylate NC1=C(N=NC(=C1)C1=C(C=CC=C1F)F)C(=O)OC